ClC=1C=C2C(=NC(=NC2=C(C1C=1C(=CC=C2C=NN(C12)C)C)F)OCCCN(C)C)N1C[C@H](N(C[C@@H]1C)C(C=C)=O)C 1-((2R,5S)-4-((R)-6-chloro-7-(1,6-dimethyl-1H-indazol-7-yl)-2-(3-(dimethylamino)propoxy)-8-fluoroquinazolin-4-yl)-2,5-dimethylpiperazin-1-yl)prop-2-en-1-one